[OH-].C(C)(C)(C)OOC(C)(C)C tert-butyl peroxide hydroxide